ClC1=C2CC[C@@]3(CCC=4C(=NC(=NC4[C@@H]3F)SC)Cl)C2=CC=C1 (1R,8'R)-4,4'-dichloro-8'-fluoro-2'-(methylthio)-2,3,5',8'-tetrahydro-6'H-spiro[indene-1,7'-quinazoline]